FC1=CC=C2C=CC=C(C2=C1OC(F)(F)F)B1OC(C(O1)(C)C)(C)C 2-(7-fluoro-8-(trifluoromethoxy)naphthalen-1-yl)-4,4,5,5-tetramethyl-1,3,2-dioxaborolane